ClCCN1C(=CC2=CC(=CC=C12)CN(C(OC(C)(C)C)=O)C1CCOCC1)I tert-butyl N-[[1-(2-chloroethyl)-2-iodo-indol-5-yl] methyl]-N-tetrahydropyran-4-yl-carbamate